4-(4-chlorophenyl)-1-ethoxy-1-oxobut-3-yn-2-yl-2-iodobenzoate ClC1=CC=C(C=C1)C#CC(C(=O)OCC)OC(C1=C(C=CC=C1)I)=O